4-(4-(3-isopropyl-2-(8-methyl-[1,2,4]triazolo[1,5-a]pyridin-6-yl)-1H-indol-5-yl)piperidin-1-yl)tetrahydro-2H-thiopyran 1,1-dioxide C(C)(C)C1=C(NC2=CC=C(C=C12)C1CCN(CC1)C1CCS(CC1)(=O)=O)C=1C=C(C=2N(C1)N=CN2)C